FC1(OC(OC1(F)F)(C(=O)F)C(F)(F)F)C(F)(F)F PERFLUORO(2,4-DIMETHYL-2-FLUOROFORMYL-1,3-DIOXOLANE)